(4-chlorophenyl)-2-(3,5-dichlorophenyl)ethanone ClC1=CC=C(C=C1)C(CC1=CC(=CC(=C1)Cl)Cl)=O